carbonic acid-d C(O[2H])(O)=O